(diphenyltriazinyl)(pyridinyl)benzene C1(=CC=CC=C1)C1=C(C(=NN=N1)C1=C(C=CC=C1)C1=NC=CC=C1)C1=CC=CC=C1